(-)-4,4-difluoro-2-(4-fluorophenyl)-N-{4-[3-(4-fluorophenyl)-5,7-dimethyl-4-oxo-4,5-dihydro-1H-pyrrolo[3,2-c]pyridin-2-yl]pyridin-2-yl}butanamide FC(CC(C(=O)NC1=NC=CC(=C1)C1=C(C=2C(N(C=C(C2N1)C)C)=O)C1=CC=C(C=C1)F)C1=CC=C(C=C1)F)F